FC1=CC=C(C=C1)NC(N[C@@]1(CNC(C1)=O)C1=CC=C(C(=O)N)C=C1)=O |o1:10| {3R*,4S*}-4-[3-(4-fluorophenylureido)-5-oxopyrrolidin-3-yl]benzamide